[Si](C1=CC=CC=C1)(C1=CC=CC=C1)(C(C)(C)C)OCCC/C=C/C=1C(=NC2=CC=CC=C2N1)C(=O)OC(C)(C)C tert-butyl 3-[(E)-5-[tert-butyl(diphenyl)silyl]oxypent-1-enyl]quinoxaline-2-carboxylate